BrC1=NC=NN1CCC 5-bromo-1-propyl-1H-1,2,4-triazole